Cl.OC1(CNCCC1)C(=O)N 3-hydroxy-piperidine-3-carboxamide hydrochloride